FC1=CC=C(C=C1)C=CCBr 1-(4-fluorophenyl)-3-bromopropene